C(C1=CC=CC=C1)N1N=NC(=C1)C=1C=C2C(N(C(C2=CC1)=O)C1=C(C=C(C=C1)C1=CC=CC=C1)C(=O)O)=O 4-[5-(1-Benzyl-1H-[1,2,3]triazol-4-yl)-1,3-dioxo-1,3-dihydroisoindol-2-yl]biphenyl-3-carboxylic acid